5-(1-benzyl-1H-pyrazol-4-yl)-4-(4-fluorophenyl)-1-methylpyridin-2(1H)-one C(C1=CC=CC=C1)N1N=CC(=C1)C=1C(=CC(N(C1)C)=O)C1=CC=C(C=C1)F